4-amino-6-[(6-aminopyridin-3-yl)ethynyl]-N-[4-(methoxymethyl)phenyl]-7-(1-methylcyclopropyl)-7H-pyrrolo[2,3-d]pyrimidine-5-carboxamide NC=1C2=C(N=CN1)N(C(=C2C(=O)NC2=CC=C(C=C2)COC)C#CC=2C=NC(=CC2)N)C2(CC2)C